ClC1=NC=2CCCCC2C=C1C(=O)OC methyl 2-chloro-5,6,7,8-tetrahydroquinoline-3-carboxylate